4-(3-((3,4-difluorobenzyl)amino)-2-nitrophenyl)piperazine-1-carboxylic acid tert-butyl ester C(C)(C)(C)OC(=O)N1CCN(CC1)C1=C(C(=CC=C1)NCC1=CC(=C(C=C1)F)F)[N+](=O)[O-]